C1(=CC=CC=C1)C1=CC=C(C=2C3=C(OC21)C(=CC=C3)N3C2=CC=CC=C2C=2C=CC=CC32)B3OC(C(O3)(C)C)(C)C 9-(6-phenyl-9-(4,4,5,5-tetramethyl-1,3,2-dioxaborolan-2-yl)dibenzo[b,d]furan-4-yl)-9H-carbazole